2-[(benzyloxy)methyl]-1-(tert-butoxycarbonyl)pyrrolidine-3-carboxylic acid C(C1=CC=CC=C1)OCC1N(CCC1C(=O)O)C(=O)OC(C)(C)C